N1C=C(C2=CC=CC=C12)C[C@@H](C(=O)O)S(=O)(=O)C1=CC=C(C=C1)C (S)-3-(1H-indol-3-yl)-2-(4-methylphenyl-sulphonyl)propanoic acid